3,4,5-trimethylcatechol CC1=C(C(O)=CC(=C1C)C)O